C(C)(C)NC(O[C@H]1CO[C@H](C1)C=1C=NC(=NC1)NC1=C(C=C(C=C1)S(NC(=O)OC(C)(C)C)(=O)=O)F)=O |r| rac-(3R,5R)-5-(2-((4-(N-(tert-butoxycarbonyl)sulfamoyl)-2-fluorophenyl)amino)pyrimidin-5-yl)tetrahydrofuran-3-yl isopropylcarbamate